(E)-N-(2,6-difluoro-4-(8-(1-methyl-6-(trifluoromethyl)-1H-benzo[d]imidazol-5-yl)indolizine-3-carbonyl)phenyl)-4-((4-methyltetrahydro-2H-pyran-4-yl)amino)but-2-enamide FC1=C(C(=CC(=C1)C(=O)C1=CC=C2C(=CC=CN12)C1=CC2=C(N(C=N2)C)C=C1C(F)(F)F)F)NC(\C=C\CNC1(CCOCC1)C)=O